4-[[2-Chloro-6-[4-[4-[(4R)-4-amino-2-oxo-pyrrolidin-1-yl]phenyl]sulfonylpiperazin-1-yl]-4-pyridyl]-difluoro-methyl]-N-[3-(1-methylpyrrolidin-1-ium-1-yl)propyl]benzamide ClC1=NC(=CC(=C1)C(C1=CC=C(C(=O)NCCC[N+]2(CCCC2)C)C=C1)(F)F)N1CCN(CC1)S(=O)(=O)C1=CC=C(C=C1)N1C(C[C@H](C1)N)=O